3-(5-((1-benzhydryl-azetidin-3-ylidene)methyl)-1-oxoisoindolin-2-yl)piperidine-2,6-dione C(C1=CC=CC=C1)(C1=CC=CC=C1)N1CC(C1)=CC=1C=C2CN(C(C2=CC1)=O)C1C(NC(CC1)=O)=O